C(CCCCCCC=CCC=CCCC)C=1C=C(C=CC1)O 3-(8,11-pentadecadienyl)-phenol